ClC1=C(C=2N(C=C1)C(=NC2)C(=O)OC)F methyl 7-chloro-8-fluoroimidazo[1,5-a]pyridine-3-carboxylate